Tert-butyl 6-(chlorosulfonyl)-3,6-diazabicyclo[3.2.0]heptane-3-carboxylate ClS(=O)(=O)N1C2CN(CC2C1)C(=O)OC(C)(C)C